ClC1=CC2=C(N=C(O2)C2=CC=CC=C2)C(=C1)C1=CC=C(C=C1)C=1C=NC=CC1 6-chloro-2-phenyl-4-(4-pyridin-3-yl-phenyl)-benzoxazole